4-Methoxy-3-(1-methyl-1H-1,2,4-triazol-3-yl)-5-nitrobenzyl methanesulfonate CS(=O)(=O)OCC1=CC(=C(C(=C1)[N+](=O)[O-])OC)C1=NN(C=N1)C